1-acetyl-4-(3-(cyclopropylmethoxy)-4-(difluoromethoxy)phenyl)-N-(2-ethoxybenzyl)pyrrolidine-2-carboxamide C(C)(=O)N1C(CC(C1)C1=CC(=C(C=C1)OC(F)F)OCC1CC1)C(=O)NCC1=C(C=CC=C1)OCC